tert-butyl 4-[(S)-(5-chloro-2-pyridinyl)-phenyl-methyl]-4-hydroxy-piperidine-1-carboxylate ClC=1C=CC(=NC1)[C@@H](C1(CCN(CC1)C(=O)OC(C)(C)C)O)C1=CC=CC=C1